2,6-Difluorophenyl isothiocyanate FC1=C(C(=CC=C1)F)N=C=S